C(#N)C=1C=C(C=C(C1)F)C=1C=CC2=C(N=C(O2)[C@H]2N(CCC2)C#N)C1 (S)-2-(5-(3-Cyano-5-fluorophenyl)-benzo[d]oxazol-2-yl)pyrrolidine-1-carbonitrile